C(C)N(C=1SC=CC1CC)CC N,N-diethylethylthiolamine